COC(=O)C1(CC2=C(CNC1=O)C=C(C(=C2)F)F)C 7,8-difluoro-4-methyl-3-oxo-2,3,4,5-tetrahydro-1H-benzo[c]azepine-4-carboxylic acid methyl ester